C(#C)C=1SC=C(N1)NC(=O)N[C@H](C(N1CCC2(CCC2)CC1)=O)CO (S)-1-(2-ethynylthiazol-4-yl)-3-(3-hydroxy-1-oxo-1-(7-azaspiro[3.5]non-7-yl)propan-2-yl)urea